2-Methyl-5-(3-(trifluoromethoxy)phenyl)-N-(3-(2-hydroxypropyl)-1,2,4-thiadiazol-5-yl)furan-3-Formamide CC=1OC(=CC1C(=O)NC1=NC(=NS1)CC(C)O)C1=CC(=CC=C1)OC(F)(F)F